FC(CCN1[C@@H](CCN2C1=NC(=CC2=O)N2[C@@H](COCC2)C)C(F)(F)F)(C)C (S)-9-(3-Fluoro-3-methylbutyl)-2-((R)-3-methylmorpholin-4-yl)-8-trifluoromethyl-6,7,8,9-tetrahydro-pyrimido[1,2-a]-pyrimidin-4-one